ClC1=CC=CC2=C1C1=C(O2)C=CC=C1C=1C2=C(N=C(N1)C1=CC=CC=C1)C1=C(S2)C=CC=C1 4-(9-Chlorodibenzo[b,d]furan-1-yl)-2-phenylbenzo[4,5]thieno[3,2-d]pyrimidine